benzyl (R)-1-(tetrahydrofuran-2-yl)cyclobutane-1-carboxylate O1[C@H](CCC1)C1(CCC1)C(=O)OCC1=CC=CC=C1